C1(=CC=CC=C1)C1=NC(=NC(=N1)C1=CC=CC=C1)C1=CC(=CC=C1)C=1C=CC=2C3(C4=CC=CC=C4C2C1)CCCC3 2,4-diphenyl-6-(3-(spiro[cyclopentane-1,9'-fluoren]-3'-yl)phenyl)-1,3,5-triazine